ClC=1C(=NC=CC1)N1N=C(C=C1C(=O)NN1CC=C2N1C(=CC(=C2)C)C(=O)NCC)CN2N=C(N=N2)C(F)(F)F 1-(3-Chloropyridin-2-yl-3-((5-(trifluoromethyl)-2H-tetrazol-2-yl)methyl)-1H-pyrazol-5-carboxamido)-N-ethyl-5-methylpyrazolo[1,5-a]pyridin-7-carboxamid